CN1C=[N+](C2=C1C(=O)NC(=N2)N(C)C)[C@H]3[C@@H]([C@@H]([C@H](O3)COP(=O)(O)OP(=O)(O)OP(=O)(O)O)O)O The molecule is a guanosine 5'-phosphate that is the N(2),N(2),N(7)-trimethyl derivative of guanosine 5'-triphosphate. It is a guanosine 5'-phosphate and an organic cation. It derives from a GTP.